N-((9-β-D-ribofuranosylpurin-6-yl)carbamoyl)threonine [C@@H]1([C@H](O)[C@H](O)[C@H](O1)CO)N1C2=NC=NC(=C2N=C1)NC(=O)N[C@@H]([C@H](O)C)C(=O)O